C(C)C=1C=CC=C2C=CC=C(C12)N1CC=2N=C(N=C(C2CC1)N1CC(OCC1)CC(=O)N)OCC12CCCN2CCC1 (4-(7-(8-ethylnaphthalen-1-yl)-2-((tetrahydro-1H-pyrrolizin-7a(5H)-yl)methoxy)-5,6,7,8-tetrahydropyrido[3,4-d]pyrimidin-4-yl)morpholin-2-yl)acetamide